C(C=CCCCC)(=O)OCC 2-ethyl heptenoate